2,6-dimethylpyrimidin CC1=NC(=CC=N1)C